NC=1C=CC(=NC1)N1N=C(C(=C1)C1=CN=C(N1C)C(=O)NC1=CC(=C(C=C1)C(=O)N1[C@H]([C@H](NCC1)C)C)Cl)C(F)(F)F 5-[1-(5-amino-2-pyridyl)-3-(trifluoromethyl)pyrazol-4-yl]-N-[3-chloro-4-[(2S,3R)-2,3-dimethylpiperazine-1-carbonyl]phenyl]-1-methylimidazole-2-carboxamide